5-fluoro-2-methyl-4-{[(1r,4r)-4-(trifluoromethyl)cyclohexyl]oxy}-6-[4-(trifluoromethyl)-1H-pyrrolo[3,2-c]pyridin-3-yl]pyrimidine FC=1C(=NC(=NC1C1=CNC2=C1C(=NC=C2)C(F)(F)F)C)OC2CCC(CC2)C(F)(F)F